BrC=1C=NN(C1)C(CO)(C)C 2-(4-bromo-1H-pyrazol-1-yl)-2-methylpropane-1-ol